1-(5-bromo-2-fluorophenyl)-2-(3,3-difluorocyclobutyloxy)ethan-1-one BrC=1C=CC(=C(C1)C(COC1CC(C1)(F)F)=O)F